N-(3-chlorobicyclo[1.1.1]pentan-1-yl)-2-oxo-2-((4R,5S)-3,3,7,7-tetrafluoro-4-hydroxy-1-azaspiro[4.4]nonan-1-yl)acetamide ClC12CC(C1)(C2)NC(C(N2CC([C@@H]([C@]21CC(CC1)(F)F)O)(F)F)=O)=O